C(C)OC(=O)C1C(N(C1)C(=O)OC(C)(C)C)COS(=O)(=O)C (((methylsulfonyl)oxy)methyl)azetidine-1,3-dicarboxylic acid 1-(tert-butyl) 3-ethyl ester